sodium perfluoroethanedisulfonate FC(C(S(=O)(=O)[O-])(F)F)(S(=O)(=O)[O-])F.[Na+].[Na+]